2-(2-(cyclopropanesulfonamido)pyrimidin-4-yl)-N-(5-(6-ethoxypyrazin-2-yl)pyridin-2-yl)-3-methylbutanamide C1(CC1)S(=O)(=O)NC1=NC=CC(=N1)C(C(=O)NC1=NC=C(C=C1)C1=NC(=CN=C1)OCC)C(C)C